1,3,5-tris(5-bromothien-2-yl)benzene BrC1=CC=C(S1)C1=CC(=CC(=C1)C=1SC(=CC1)Br)C=1SC(=CC1)Br